sodium 3-chloro-2-(methylamino)pyridine-4-thiolate ClC=1C(=NC=CC1[S-])NC.[Na+]